ethyl 6-[(E)-2-ethoxycarbonylbut-1-enyl]-5-nitropyridine-3-carboxylate C(C)OC(=O)/C(=C/C1=C(C=C(C=N1)C(=O)OCC)[N+](=O)[O-])/CC